1,2-dimethyl-pyrrole-3-carboxylic acid CN1C(=C(C=C1)C(=O)O)C